N1=CC(=CC=C1)C1=NC(=CC2=C1N=CN(C2=O)CC(C(F)(F)F)O)C2=CC=C(C=C2)OC(F)(F)F 8-(pyridin-3-yl)-3-(3,3,3-trifluoro-2-hydroxypropyl)-6-(4-(trifluoromethoxy)phenyl)pyrido[3,4-d]pyrimidin-4(3H)-one